2-(7-(((2-(2,4-dioxotetrahydropyrimidin-1(2H)-yl)-1,3-dioxoisoindolin-5-yl)methyl)amino)-1-oxoisoindolin-2-yl)-2-(5-fluoro-2-hydroxyphenyl)-N-(thiazol-2-yl)acetamide O=C1N(CCC(N1)=O)N1C(C2=CC=C(C=C2C1=O)CNC=1C=CC=C2CN(C(C12)=O)C(C(=O)NC=1SC=CN1)C1=C(C=CC(=C1)F)O)=O